OC1=C(C=C(C=C1)C1=C(C(=NC(=C1)C1=CC(=C(C=C1)O)OC)N)C#N)OC 4,6-bis(4-hydroxy-3-methoxyphenyl)-2-amino-3-cyanopyridine